Di(2-hydroxyethyl)-methylammonium chlorid [Cl-].OCC[NH+](C)CCO